N1=CN=CC2=C1C=CO2 furanopyrimidine